BrC=1C=C2C=C(N=CC2=CC1Cl)NC(=O)C1CC12C(C2)(F)F N-(6-bromo-7-chloroisoquinolin-3-yl)-4,4-difluorospiro[2.2]pentane-1-carboxamide